CC(C(=O)NC1=CC=CC(=N1)NC=1SC(=CN1)C(=O)NC1=C(C(=CC=C1C)O)C)(C)C 2-[[6-(2,2-dimethylpropanoylamino)-2-pyridyl]amino]-N-(3-hydroxy-2,6-dimethyl-phenyl)thiazole-5-carboxamide